methyl 6-[1-[(1S)-1-[(2S,4R)-4-hydroxy-2-(methylcarbamoyl)pyrrolidine-1-carbonyl]-2,2-dimethyl-propyl]triazol-4-yl]pyridine-2-carboxylate O[C@@H]1C[C@H](N(C1)C(=O)[C@H](C(C)(C)C)N1N=NC(=C1)C1=CC=CC(=N1)C(=O)OC)C(NC)=O